BrCC(F)(F)N1C=C(N=CC1=O)C(C(=O)OC)(C)C methyl 2-(4-(2-bromo-1,1-difluoroethyl)-5-oxo-4,5-dihydropyrazin-2-yl)-2-methylpropanoate